2-(((2R,3S,4R,5R)-5-(2-chloro-6-oxo-1H-purin-9(6H)-yl)-3-ethynyl-3,4-dihydroxy-tetrahydrofuran-2-yl)methoxy)-2-(4-(2-oxotetrahydropyrimidin-1(2H)-yl)benzyl)malonic acid ClC=1NC(C=2N=CN(C2N1)[C@H]1[C@@H]([C@@]([C@H](O1)COC(C(=O)O)(C(=O)O)CC1=CC=C(C=C1)N1C(NCCC1)=O)(O)C#C)O)=O